tert-butyl N-[1-[[4-[5-(3-acetamidophenyl)-2-(2-amino-3-pyridyl)imidazo[4,5-b]pyridin-3-yl]phenyl]methyl]-4-piperidyl]carbamate C(C)(=O)NC=1C=C(C=CC1)C1=CC=C2C(=N1)N(C(=N2)C=2C(=NC=CC2)N)C2=CC=C(C=C2)CN2CCC(CC2)NC(OC(C)(C)C)=O